N-((2-(6-nitropyridin-3-yl)thiazol-5-yl)methyl)-11-oxo-10,11-dihydrodibenzo[b,f][1,4]oxazepine-8-carboxamide [N+](=O)([O-])C1=CC=C(C=N1)C=1SC(=CN1)CNC(=O)C1=CC2=C(OC3=C(C(N2)=O)C=CC=C3)C=C1